zinc p-nitrobenzoic acid [N+](=O)([O-])C1=CC=C(C(=O)O)C=C1.[Zn]